ClC1=NOC(=C1)CCC(=O)NC1=C(C(=NN1)C1=CC=NC=C1)C 3-(3-chloroisoxazol-5-yl)-N-(4-methyl-3-(pyridin-4-yl)-1H-pyrazol-5-yl)propanamide